2-((4-(1-cyclobutyl-5-fluoro-6-(1H-tetrazol-5-yl)-1H-indol-2-yl)phenyl)amino)-2-oxoacetic acid methyl ester COC(C(=O)NC1=CC=C(C=C1)C=1N(C2=CC(=C(C=C2C1)F)C1=NN=NN1)C1CCC1)=O